N1CC=CC1 3-pyrroline